FC(CO)(F)C=1N=CC(=NC1)NC1=CC(=C(C=N1)C(CC)=O)NC1=C(C(=CC=C1)C1=NN(C=N1)C)OC 1-(6-((5-(1,1-difluoro-2-hydroxyethyl)pyrazin-2-yl)amino)-4-((2-methoxy-3-(1-methyl-1H-1,2,4-triazol-3-yl)phenyl)amino)pyridin-3-yl)propan-1-one